FC(OC=1C=C2CCCC(C2=CC1)=C)F 6-(difluoromethoxy)-1-methylene-1,2,3,4-tetrahydronaphthalene